BrC1=CC2=C(C(OC2)C)C=C1 5-bromo-1-methyl-1,3-dihydro-2-benzofuran